2-amino-3,7,8-trimethylimidazo[4,5-f]-quinoxaline NC=1N(C=2C(=C3N=C(C(=NC3=CC2)C)C)N1)C